C(C)OC(C(O)C)=S.C(C)S(=O)(=O)C=1C=C(C=CC1)C1=CN(C(C2=CC=C(C=C12)C=1C=NN(C1)C)=O)C 4-(3-ethyl-sulfonylphenyl)-2-methyl-6-(1-methylpyrazol-4-yl)isoquinolin-1-one Ethyl-thiolactate